6-(4-methyl-6-oxo-1,4,5,6-tetrahydropyridazin-3-yl)-8-(pyridin-3-yl)-3,4-dihydroquinolin-2(1H)-one CC1C(=NNC(C1)=O)C=1C=C2CCC(NC2=C(C1)C=1C=NC=CC1)=O